C(C)(C)(C)OC(=O)NC1CN(CC1O)C(=O)OCC1=CC=CC=C1 Benzyl 3-((tert-butoxycarbonyl) amino)-4-hydroxypyrrolidine-1-carboxylate